3-iodo-1-methyl-4H,6H,7H-pyrano[4,3-c]pyrazole IC=1C2=C(N(N1)C)CCOC2